C1C=C(N(C2=CC=CC=C21)S(=O)(=O)[O-])S(=O)(=O)OC3C(=O)C4=CC=CC=C4C3=O.[Na+] 2-(1,3-Dioxoindan-2-yl)quinolinedisulfonic acid sodium salt